methyl 4-(6-(2,6-dimethylpyridin-4-yl)-3-methyl-1H-indol-2-yl)benzoate CC1=NC(=CC(=C1)C1=CC=C2C(=C(NC2=C1)C1=CC=C(C(=O)OC)C=C1)C)C